(4-(N-(6-Aminohexyl)sulfamoyl)-3,5-dimethylphenyl)-1-cyclopropyl-6-fluoro-4-oxo-1,4-dihydroquinoline-3-carboxylic acid ethyl ester C(C)OC(=O)C1=C(N(C2=CC=C(C=C2C1=O)F)C1CC1)C1=CC(=C(C(=C1)C)S(NCCCCCCN)(=O)=O)C